diheneicosanyl itaconate C(C(=C)CC(=O)OCCCCCCCCCCCCCCCCCCCCC)(=O)OCCCCCCCCCCCCCCCCCCCCC